CC1(C2CC(C1(CC2)CS(=O)(=O)[O-])=[OH+])C (7,7-dimethyl-3-oxoniumylidene-4-bicyclo[2.2.1]heptanyl)methanesulfonate